ClC1=C(C=C(C=C1)F)C1=CC=C(N=N1)NCC1=CSC=2CN(CCC21)CCC(C)(C)C 6-(2-chloro-5-fluorophenyl)-N-((6-(3,3-dimethylbutyl)-4,5,6,7-tetrahydrothieno[2,3-c]pyridin-3-yl)methyl)pyridazin-3-amine